ClC1=CC=C(C=C1)C1=CC=C(S1)CN1CCN(CC1)CC=1C=C2CN(C(C2=CC1)=O)C1C(NC(CC1)=O)=O 3-(5-((4-((5-(4-chlorophenyl)thiophen-2-yl)methyl)piperazin-1-yl)methyl)-1-oxoisoindolin-2-yl)piperidine-2,6-dione